N-(4-(hydroxymethyl)-3-(trifluoromethyl)phenyl)-6-(trifluoromethyl)-1,2,3,4-tetrahydroquinoline-3-carboxamide OCC1=C(C=C(C=C1)NC(=O)C1CNC2=CC=C(C=C2C1)C(F)(F)F)C(F)(F)F